diphenylmethylidene-cyclopentadienyl-indenyl-zirconium dichloride [Cl-].[Cl-].C1(=CC=CC=C1)C(C1=CC=CC=C1)=[Zr+2](C1C=CC2=CC=CC=C12)C1C=CC=C1